6-((4-(4-methylpiperazin-1-yl)phenyl)amino)-1,2-dihydro-3H-Pyrazolo[3,4-d]Pyrimidin-3-one CN1CCN(CC1)C1=CC=C(C=C1)NC1=NC=C2C(=N1)NNC2=O